2-(4-(2-(2,6-dimethylpyridin-4-yl)-3-isopropyl-1H-indol-5-yl)piperidin-1-yl)-N-methyl-N-(tetrahydrofuran-3-yl)acetamide CC1=NC(=CC(=C1)C=1NC2=CC=C(C=C2C1C(C)C)C1CCN(CC1)CC(=O)N(C1COCC1)C)C